(5-chloro-2-(2H-1,2,3-triazol-2-yl-d)phenyl)(2-((2-methylbenzo[d]thiazol-6-yl)methyl)pyrazolidin-1-yl)methanone ClC=1C=CC(=C(C1)C(=O)N1N(CCC1)CC1=CC2=C(N=C(S2)C)C=C1)N1N=CC(=N1)[2H]